tert-butyl 4-[5-[3-[6-chloro-3-[[ethyl(methyl) sulfamoyl] amino]-2-fluoro-benzoyl]-1H-pyrrolo[2,3-b]pyridin-5-yl]-2-pyridyl]piperazine-1-carboxylate ClC1=CC=C(C(=C1C(=O)C1=CNC2=NC=C(C=C21)C=2C=CC(=NC2)N2CCN(CC2)C(=O)OC(C)(C)C)F)NS(N(C)CC)(=O)=O